D-lactic acid (D-lactate) C([C@H](O)C)(=O)O.C([C@H](O)C)(=O)O